C1(CCCC1)N1C=CC=2C(=NC(=CC21)NC=2SC(=CN2)C)OCC2N(CC2)C(C=C)=O 1-(2-(((1-cyclopentyl-6-((5-methylthiazol-2-yl)amino)-1H-pyrrolo[3,2-c]pyridin-4-yl)oxy)methyl)azetidin-1-yl)prop-2-en-1-one